CN(C(NCCC(=O)OC1C[C@H](N(C1)CCCCCC(OC(CC)CCCCCCCCCC)=O)C(=O)OCCCCCCCC(=O)OC(CCCCCCCC)CCCCCCCC)=S)C 8-(heptadecan-9-yloxy)-8-oxooctyl (2S)-4-((3-(3,3-dimethylthioureido) propanoyl)oxy)-1-(6-oxo-6-(tridecan-3-yloxy)hexyl)pyrrolidine-2-carboxylate